4,4'-Ethylidenediphenyl dicyanate C(C)(C1=CC=C(C=C1)OC#N)C1=CC=C(C=C1)OC#N